Cl.N1[C@H](CC1)CNC(OC(C)(C)C)=O tert-butyl (R)-(azetidin-2-ylmethyl)carbamate hydrochloride